6-(benzenesulfonyl)-1-(1-(propylsulfonyl)pyrrolidin-3-yl)-1,6-dihydroimidazo[4,5-d]pyrrolo[2,3-b]pyridin-2-ylpyridin-2-amine C1(=CC=CC=C1)S(=O)(=O)N1C=CC=2C1=NC=C1C2N(C(=N1)C=1C(=NC=CC1)N)C1CN(CC1)S(=O)(=O)CCC